4-hydroxy-1-methyl-3-[(3-nitrophenyl)azo]-2-quinolone OC1=C(C(N(C2=CC=CC=C12)C)=O)N=NC1=CC(=CC=C1)[N+](=O)[O-]